FC(C(C(F)(F)F)(C1=CC=C(C=C1)O)C1=CC=C(C=C1)O)(F)F 4,4'-[2,2,2-trifluoro-1-(trifluoromethyl)ethylidene]bis[phenol]